4-[(3S,4R)-4-[5-(4,7-diazaspiro[2.5]octan-7-yl)-3-methyl-2-pyridyl]-3-methyl-1-piperidyl]-1,6-dimethyl-pyrazolo[3,4-b]pyridine C1CC12NCCN(C2)C=2C=C(C(=NC2)[C@H]2[C@@H](CN(CC2)C2=C1C(=NC(=C2)C)N(N=C1)C)C)C